(R)-2,2-difluoro-N-(4-(2-((1-methyl-1H-pyrazol-4-yl)amino)pyrimidin-4-yl)phenyl)cyclopropane-1-carboxamide FC1([C@H](C1)C(=O)NC1=CC=C(C=C1)C1=NC(=NC=C1)NC=1C=NN(C1)C)F